4-{2-[({4-[2-(2-aminopyridin-3-yl)-5-phenylimidazo[4,5-b]pyridin-3-yl]phenyl}methyl)amino]ethyl}-2-hydroxy-3-methoxybenzaldehyde NC1=NC=CC=C1C1=NC=2C(=NC(=CC2)C2=CC=CC=C2)N1C1=CC=C(C=C1)CNCCC1=C(C(=C(C=O)C=C1)O)OC